C(C)(=O)N1[C@H](CCC2=CC(=CC=C12)C1=CC=C(CN(C(=O)C=2N=C3N(C=C(N=C3N3CCOCC3)C=3C=NC(=NC3)N)C2)C)C=C1)C (S)-N-(4-(1-Acetyl-2-methyl-1,2,3,4-tetrahydroquinolin-6-yl)benzyl)-6-(2-aminopyrimidin-5-yl)-N-methyl-8-morpholinoimidazo[1,2-a]pyrazine-2-carboxamide